acetic acid, bisulfate salt S(O)(O)(=O)=O.C(C)(=O)O